CC(=CC)C di-methyl-propylene